(E)-4-fluoro-2-isopropyl-5-[2-(pyridin-3-yl)vinyl]-benzene-1,3-diol FC1=C(C(=C(C=C1\C=C\C=1C=NC=CC1)O)C(C)C)O